2-cyclopropyl-4-((1S,2S)-2-(6-(2,4-dimethoxypyrimidin-5-yl)imidazo[1,2-b]pyridazin-8-yl)cyclopropyl)benzonitrile C1(CC1)C1=C(C#N)C=CC(=C1)[C@@H]1[C@H](C1)C=1C=2N(N=C(C1)C=1C(=NC(=NC1)OC)OC)C=CN2